N=1C=CN2C1C=CC(=C2)C=2C=CN1N=C(N=CC12)N[C@@H]1C[C@H](C1)N1CCN(CC1)C 5-(imidazo[1,2-a]pyridin-6-yl)-N-(trans-3-(4-methylpiperazin-1-yl)cyclobutyl)pyrrolo[2,1-f][1,2,4]triazin-2-amine